N-methyl-N-((3aR,5s,6aS)-octahydrocyclopenta[c]pyrrol-5-yl)-7H-pyrrolo[2,3-d]pyrimidin-4-amine CN(C=1C2=C(N=CN1)NC=C2)C2C[C@@H]1[C@@H](CNC1)C2